ethylene glycol chlorocarbonate C(=O)(Cl)OCCO